C(C)(C)(C)C=1N=C(N(C1)C(=O)NC1(CC1)CC)OC 4-(tert-Butyl)-N-(1-ethylcyclopropyl)-2-methoxy-1H-imidazole-1-carboxamide